(1S,2S,5R)-1-hydroxy-N-((2RS)-3-hydroxy-2-phenylpropyl)-2-isopropyl-5-methylcyclohexane-1-carboxamide O[C@@]1([C@@H](CC[C@H](C1)C)C(C)C)C(=O)NC[C@H](CO)C1=CC=CC=C1 |&1:15|